tert-butyl 5-[4-(trifluoromethoxy)phenyl]-octahydropyrrolo[3,4-c]pyrrole-2-carboxylate FC(OC1=CC=C(C=C1)N1CC2C(C1)CN(C2)C(=O)OC(C)(C)C)(F)F